P(OC1C2C=CC(C1C(N)=O)CC2)([O-])=O (3-carbamoyl bicyclo[2.2.2]oct-5-en-2-yl) phosphonate